Methyl 2-(2-chloropyrimidin-4-yl)-2-methylpropanoate ClC1=NC=CC(=N1)C(C(=O)OC)(C)C